[1,2,5]-thiadiazolo[3,4-C]pyridine N=1SN=C2C=NC=CC21